FC1=C2C3=C(NC2=C(C=C1F)NC)N=CC(=C3N3C[C@@H]1N(C[C@@H]1CC3)C)C=3C=C1C(C(=CN(C1=NC3)NC)C(=O)O)=O 6-[5,6-difluoro-8-(methylamino)-4-(cis-8-methyl-3,8-diazabicyclo[4.2.0]oct-3-yl)-9H-pyrido[2,3-b]indol-3-yl]-1-(methylamino)-4-oxo-1,8-naphthyridine-3-carboxylic acid